O1C(CCCC1)N1N=CC=C1N1N=C2C(C(=NC=3C=CC=CC23)N)=C1 (1-(tetrahydro-2H-pyran-2-yl)-1H-pyrazol-5-yl)-2H-pyrazolo[4,3-c]quinolin-4-amine